C(#N)C1=C(SC2=C1C(=NC=C2F)C=2C1=C(C=3C=NC(=NC3C2F)N2C(C(CC2)N(C)C)C)COC1)NC(OC(C)(C)C)=O tert-Butyl (3-cyano-4-(3-(3-(dimethylamino)-2-methylpyrrolidin-1-yl)-5-fluoro-7,9-dihydrofuro[3,4-f]quinazolin-6-yl)-7-fluorothieno[3,2-c]pyridin-2-yl)carbamate